(S)-1-(4-(6-chloro-1H-benzo[d]imidazol-2-yl)-6,7-dihydro-1H-imidazo[4,5-c]pyridin-5(4H)-yl)-2-cyclopropylethanone ClC=1C=CC2=C(NC(=N2)[C@H]2N(CCC3=C2N=CN3)C(CC3CC3)=O)C1